6,7-dibromotryptophan BrC=1C(=C2NC=C(C[C@H](N)C(=O)O)C2=CC1)Br